6-(1-(2,2-difluoroethyl)-4-(4-hydroxy-phenyl)-1H-imidazol-5-yl)imidazo[1,2-b]pyridazine-3-carbonitrile FC(CN1C=NC(=C1C=1C=CC=2N(N1)C(=CN2)C#N)C2=CC=C(C=C2)O)F